N[C@@H](CC(=O)OC(C)(C)C)C(=O)[O-] 4-tert-butyl L-aspartate